C1(CC1)COC=1C=CC(=NC1)CN1N=CC(=C1)C1=CC2=C(C(=CO2)C2C(NC(CC2)=O)=O)C=C1F 3-[6-[1-[[5-(cyclopropylmethoxy)-2-pyridyl]methyl]pyrazol-4-yl]-5-fluoro-benzofuran-3-yl]piperidine-2,6-dione